4,4'-diazidostilbene-2,2'-disulfonic acid sodium salt [Na+].N(=[N+]=[N-])C=1C=C(C(=CC1)C=CC=1C(=CC(=CC1)N=[N+]=[N-])S(=O)(=O)[O-])S(=O)(=O)[O-].[Na+]